CN(CCC1(C(C=C(C=C1)NC1=NC=C(C(=N1)C1=CNC2=C(C=CC=C12)F)C(F)(F)F)N)NC)C 1-(2-(dimethylamino)ethyl)-N4-(4-(7-fluoro-1H-indol-3-yl)-5-(trifluoromethyl)pyrimidin-2-yl)-N1-methylbenzene-1,2,4-triamine